C1(CCCCC1)N(C1=CC2=C(C(=CC(O2)=O)C(F)(F)F)C=C1)CC1=CC=C(C=C1)F 7-(cyclohexyl-(4-fluorobenzyl)amino)-4-(trifluoromethyl)-2H-benzopyran-2-one